8-(1,1-difluoroethyl)-2-methylimidazo[1,2-a]pyridine-6-carboxylic acid FC(C)(F)C=1C=2N(C=C(C1)C(=O)O)C=C(N2)C